ClC=1C=C(C=CC1Cl)NC(=O)[C@@H]1[C@@H]2C[C@H]([C@H]([C@H]1C1=CC(=NC=C1)C(F)(F)F)O2)O (1S,2S,3R,4S,5R)-N-(3,4-dichlorophenyl)-5-hydroxy-3-(2-(trifluoromethyl)pyridin-4-yl)-7-oxabicyclo[2.2.1]Heptane-2-carboxamide